ClC=1N=C2C(=CC(N(C2=CC1)C)=O)N1CCN(CC1)C(C)(C)C1=CC=C(C=C1)F 6-chloro-4-{4-[2-(4-fluorophenyl)propan-2-yl]piperazin-1-yl}-1-methyl-2-oxo-1,2-dihydro-1,5-naphthyridine